NC1=NC=CC=C1C1=NC=2C(=NC(=CC2)C=2C=CC(N(C2)C)=O)N1C1=CC=C(C=C1)CN1CCNCC1 5-(2-(2-Aminopyridin-3-yl)-3-(4-(piperazin-1-ylmethyl)phenyl)-3H-imidazo[4,5-b]pyridin-5-yl)-1-methylpyridin-2(1H)-one